(9Z)-9-nonacosene CCCCCCCC\C=C/CCCCCCCCCCCCCCCCCCC